2-(4-bromo-5-fluoro-2-methoxyphenyl)acetonitrile BrC1=CC(=C(C=C1F)CC#N)OC